ditolyl-iodonium triflate salt [O-]S(=O)(=O)C(F)(F)F.C1(=C(C=CC=C1)[I+]C1=C(C=CC=C1)C)C